N-(4-{[6-(5-chloro-2-fluorophenyl)-3-methylpyridazin-4-yl]amino}pyridin-2-yl)-3-(morpholin-4-yl)propanamide ClC=1C=CC(=C(C1)C1=CC(=C(N=N1)C)NC1=CC(=NC=C1)NC(CCN1CCOCC1)=O)F